6-chloro-N-[5-(1,1-dideuterio-2,2-difluoro-ethyl)-4-methoxy-pyrimidin-2-yl]-7-(triazol-2-yl)-1H-indole-3-sulfonamide ClC1=CC=C2C(=CNC2=C1N1N=CC=N1)S(=O)(=O)NC1=NC=C(C(=N1)OC)C(C(F)F)([2H])[2H]